(R)-2-amino-3-sulfopropanoic acid (cysteate) N[C@@H](CS(=O)(O)=O)C(=O)O.N[C@H](C(=O)O)CS(=O)(=O)O